p-boryl-amphetamine BC1=CC=C(CC(N)C)C=C1